FC(C(=O)O)(F)F.NCC(CN1N=CN(C1=O)CC1=CC=C(C=C1)N1C(CCC2=CC=CC(=C12)C)=O)=C(F)F [4-[[1-[2-(aminomethyl)-3,3-difluoro-allyl]-5-oxo-1,2,4-triazol-4-yl]methyl]phenyl]-8-methyl-3,4-dihydro-1H-quinolin-2-one trifluoroacetate